C(#N)C=1C=C(C=C(C1)F)C1=CC(=CC=C1)C1=NC(=NO1)C1N(CCC1)C#N 2-(5-(3'-Cyano-5'-fluoro-[1,1'-biphenyl]-3-yl)-1,2,4-oxadiazol-3-yl)pyrrolidine-1-carbonitrile